C(C)(C)(C)OC(=O)N1[C@H](CCC1)C1=CC(=C(C=C1)Br)F (R)-2-(4-bromo-3-fluorophenyl)pyrrolidine-1-carboxylic acid tert-butyl ester